silicon gluconate O=C([C@H](O)[C@@H](O)[C@H](O)[C@H](O)CO)[O-].[Si+4].O=C([C@H](O)[C@@H](O)[C@H](O)[C@H](O)CO)[O-].O=C([C@H](O)[C@@H](O)[C@H](O)[C@H](O)CO)[O-].O=C([C@H](O)[C@@H](O)[C@H](O)[C@H](O)CO)[O-]